1-butyl-3-(1-methyl-1H-indazol-6-yl)thiourea C(CCC)NC(=S)NC1=CC=C2C=NN(C2=C1)C